6-(methylamino)pyrazolo[3,4-b]pyridin CNC1=CC=C2C(=N1)NN=C2